COC=1C=C(C=CC1)C1=NC(=C2N=CNC2=N1)N (3-methoxyphenyl)-9H-purine-6-amine